C(CCCCCN)CCCCN 1,10-decamethylenediamine